C(C1=CC=CC=C1)C1N(CC2=CC=CC=C2C1)CC1=CC(=CC(=C1)OC)OC 3-benzyl-2-(3,5-dimethoxybenzyl)-3,4-dihydroisoquinoline